C1=C(O[C@H]([C@@H]([C@H]1O)O)O[C@@H]2[C@H](O[C@@H]([C@@H]([C@H]2O)NS(=O)(=O)O)O[C@H]3[C@@H]([C@H](C(OC3C(=O)O)O[C@@H]4[C@H](O[C@@H]([C@@H]([C@H]4O)NS(=O)(=O)O)O[C@H]5[C@@H]([C@H](C(OC5C(=O)O)O[C@@H]6[C@H](O[C@@H]([C@@H]([C@H]6O)NS(=O)(=O)O)O[C@H]7[C@@H]([C@H](C(OC7C(=O)O)O[C@@H]8[C@H](O[C@@H]([C@@H]([C@H]8O)NS(=O)(=O)O)O)CO)O)O)CO)O)O)CO)O)O)CO)C(=O)O The molecule is a heparin octasaccharide consisting of 4-deoxy-alpha-L-threo-hex-4-enopyranuronosyl, 2-deoxy-2-(sulfoamino)-alpha-D-glucopyranosyl, (5xi)-D-xylo-hexopyranuronosyl, 2-deoxy-2-(sulfoamino)-alpha-D-glucopyranosyl, (5xi)-D-xylo-hexopyranuronosyl, 2-deoxy-2-(sulfoamino)-alpha-D-glucopyranosyl, (5xi)-D-xylo-hexopyranuronosyl, and 2-deoxy-2-(sulfoamino)-alpha-D-glucopyranose units joined in sequence by (1->4) linkages. Sequence: DHexA-GlcNSO3-HexA-GlcNSO3-HexA-GlcNSO3-HexA-GlcNSO3. It is a heparin octasaccharide, an amino octasaccharide and an oligosaccharide sulfate.